2-isopropyl-3,4-dihydro-2H-isoquinolin-1-one hydrochloride Cl.C(C)(C)N1C(C2=CC=CC=C2CC1)=O